2-CHLORO-4-FLUORO-5-METHOXYPHENYLBORONIC ACID ClC1=C(C=C(C(=C1)F)OC)B(O)O